C[C@H]1CC[C@@H](N(C1)C(=O)OC(C)(C)C)C=1C=CC2=C(N=C(S2)[C@H](CN(C)C)C)C1 tert-Butyl (2R,5S)-5-methyl-2-[2-[(1S)-2-(dimethylamino)-1-methyl-ethyl]-1,3-benzothiazol-5-yl]piperidine-1-carboxylate